C(C)(C)N1CCN(CC1)C1=CC=C(C=C1)NC(=O)C=1C(NC=CC1NC1CCC(CC1)OC)=O N-(4-(4-Isopropylpiperazin-1-yl)phenyl)-4-((4-methoxycyclohexyl)amino)-2-oxo-1,2-dihydropyridine-3-carboxamide